CC1=C(C(=NO1)C(=O)N)C dimethyl-isoxazoleformamide